1,3,5,2,4,6-trithiatribismane S1[BiH]S[BiH]S[BiH]1